ClC1=NC=CC=C1C(C)OC(=O)NC1=C(N=NN1C)C1=CC=C(C(=N1)C)C#CC1(CC1)CC(=O)O 2-(1-((6-(5-(((1-(2-chloropyridin-3-yl)ethoxy)carbonyl)amino)-1-methyl-1H-1,2,3-triazol-4-yl)-2-methylpyridin-3-yl)ethynyl)cyclopropyl)acetic acid